C1(CC1)N1C(N(C(C(=C1)C(=O)NC1=CC(=C(C=C1)OC1=C2C(=NC=C1)NN=C2N[C@@H](CO)C)F)=O)C2=CC=C(C=C2)F)=O (R)-1-cyclopropyl-N-(3-fluoro-4-((3-((1-hydroxypropan-2-yl)amino)-1H-pyrazolo[3,4-b]pyridin-4-yl)oxy)phenyl)-3-(4-fluorophenyl)-2,4-dioxo-1,2,3,4-tetrahydropyrimidine-5-carboxamide